Cl.ClC1=C(C=CC(=C1)OC)NN (2-chloro-4-methoxyphenyl)hydrazine hydrochloride